CC1=NC(=CC(=N1)S(=O)(=O)C)N1N=NC(=C1)C(F)(F)F 2-methyl-4-(methylsulfonyl)-6-(4-(trifluoromethyl)-1H-1,2,3-triazol-1-yl)pyrimidine